FC(CNC(=O)C1=NN2C(N(C3=C(C2=O)CN(C3=O)C(C)C)CC(=O)NC3=NC=C(C=C3)F)=C1)F N-(2,2-difluoroethyl)-4-{2-[(5-fluoropyridin-2-yl)amino]-2-oxoethyl}-5,8-dioxo-6-(propan-2-yl)-5,6,7,8-tetrahydro-4H-pyrazolo[1,5-a]pyrrolo[3,4-d]pyrimidine-2-carboxamide